tert-Butyl 6-((1R,2S)-2-(tert-butoxycarbonylamino)cyclohexylamino)-4-chloro-7-fluoro-3-oxo-1H-pyrrolo[3,4-c]pyridine-2(3H)-carboxylate C(C)(C)(C)OC(=O)N[C@@H]1[C@@H](CCCC1)NC1=C(C2=C(C(=N1)Cl)C(N(C2)C(=O)OC(C)(C)C)=O)F